2-((6-chloro-2-methylpyrimidin-4-yl)amino)-N-(2-chloro-4-(difluoromethyl)thiophen-3-yl)thiazole-5-carboxamide ClC1=CC(=NC(=N1)C)NC=1SC(=CN1)C(=O)NC1=C(SC=C1C(F)F)Cl